CN([C@H]1CN(CC1)CCOC1=CC=C(CCNC(OCC2=CC=CC=C2)=O)C=C1)C (R)-Benzyl 4-(2-(3-(dimethylamino)pyrrolidin-1-yl)ethoxy)phenethylcarbamate